FCCC(=O)NC 3-fluoro-N-methylpropionamide